tert-butyl (R)-2-((6-methyl-5-(2-(1-methyl-1H-pyrazol-4-yl)pyrazolo[5,1-b]thiazole-7-carboxamido)nicotinamido)methyl)pyrrolidine-1-carboxylate CC1=NC=C(C(=O)NC[C@@H]2N(CCC2)C(=O)OC(C)(C)C)C=C1NC(=O)C=1C=NN2C1SC(=C2)C=2C=NN(C2)C